4-(2-(tert-butoxy)-2-oxoethyl)-1,4,7,10-tetraazacyclododecane-1,7-dicarboxylic acid dibenzyl ester C(C1=CC=CC=C1)OC(=O)N1CCN(CCN(CCNCC1)C(=O)OCC1=CC=CC=C1)CC(=O)OC(C)(C)C